NCCS(=O)(=O)OC(CCCCC)=O caproyl taurate